Cl.NC12CC(C1)(C2)C(=O)OC methyl 3-aminobicyclo[1.1.1]pentane-1-carboxylate hydrochloride salt